2-(2-furyl)-5-piperazin-1-yl-pyrazolo[1,5-a]pyrimidine-3-carbonitrile O1C(=CC=C1)C1=NN2C(N=C(C=C2)N2CCNCC2)=C1C#N